1-(5-hydrazino-2,4-dinitrophenyl)-4-methylpiperazine N(N)C=1C(=CC(=C(C1)N1CCN(CC1)C)[N+](=O)[O-])[N+](=O)[O-]